2,2'-bissulfobenzidine S(=O)(=O)(O)C1=C(C=CC(=C1)N)C1=C(C=C(N)C=C1)S(=O)(=O)O